3-(3-(1-(4-amino-3-methyl-1H-pyrazolo[3,4-d]pyrimidin-1-yl)ethyl)-6-chloro-1H-indazol-1-yl)phenol NC1=C2C(=NC=N1)N(N=C2C)C(C)C2=NN(C1=CC(=CC=C21)Cl)C=2C=C(C=CC2)O